C(C)OC(CC(C[N+](=O)[O-])C1(COC1)NC(=O)OC(C)(C)C)=O 3-(3-((Tert-Butoxycarbonyl)amino)oxetan-3-yl)-4-nitrobutanoic acid ethyl ester